O1[C@@H](CC1)CN1C=NC=2C1=NC(=CC2)C(=O)O 3-[(2S)-oxetan-2-ylmethyl]-3H-imidazo[4,5-b]pyridine-5-carboxylic acid